Bipyrazole C1=CN=NC1=C2C=CN=N2